3-methoxy-1H-indazole-5-carboxylic acid COC1=NNC2=CC=C(C=C12)C(=O)O